C(OCOC=1C(C=CN2N([C@H]3N(C(C21)=O)CCOC3)C(C3=CC=CC=C3)C3=CC(=C(C=C3)F)F)=O)(OC)=O ({(12aR)-12-[(3,4-difluorophenyl)(phenyl)methyl]-6,8-dioxo-3,4,12,12a-tetrahydro-1H-[1,4]oxazino[3,4-c]pyrido[2,1-f][1,2,4]triazin-7-yl}oxy)methyl methyl carbonate